N=1C=CN2C1N=CC(=C2)C2=CNC=1N=C(N=CC12)NC1CC(C1)(C)NC(CC)=O N-((1r,3r)-3-((5-(imidazo[1,2-a]pyrimidin-6-yl)-7H-pyrrolo[2,3-d]pyrimidin-2-yl)amino)-1-methylcyclobutyl)propionamide